2,5-dioxopyrrolidin-1-yl (4-((2-(diethylamino)ethyl)carbamoyl) phenyl)carbamate C(C)N(CCNC(=O)C1=CC=C(C=C1)NC(ON1C(CCC1=O)=O)=O)CC